BrC=1C(=C(C=CC1)C(COC1CC1)=O)F 1-(3-bromo-2-fluoro-phenyl)-2-(cyclopropoxy)ethanone